FC=1C(=NC=CC1)CC[C@@H](C)[C@H]1CC[C@H]2[C@@H]3CC=C4C[C@H](CC[C@@]4([C@H]3CC[C@]12C)C)O (3S,8S,9S,10R,13R,14S,17R)-17-((R)-4-(3-fluoropyridin-2-yl)butan-2-yl)-10,13-dimethyl-2,3,4,7,8,9,10,11,12,13,14,15,16,17-tetradecahydro-1H-cyclopenta[a]phenanthren-3-ol